4'-(aminomethyl)-[1,1'-biphenyl]-4-carboxylic acid NCC1=CC=C(C=C1)C1=CC=C(C=C1)C(=O)O